Cl.C(C)C=1C=CC(=NC1)CCOC1=CC=C(C=C1)C[C@@H]1C(NC(S1)=O)=O |r| (+/-)-5-[[4-[2-(5-ethyl-2-pyridinyl)ethoxy]phenyl]methyl]-2,4-thiazolidinedione hydrochloride